[(2-METHYLBUTYL)AMINO]ACETIC ACID CC(CNCC(=O)O)CC